trans-4-((4-(2-Cyclopropyloxazol-4-yl) pyridine-2-yl)((trans-4-(5-methoxy-6-methylpyridin-2-yl)cyclohexyl)methyl) carbamoyl)cyclohexyl 3-(2-hydroxypropan-2-yl)azetidine-1-carboxylate OC(C)(C)C1CN(C1)C(=O)O[C@@H]1CC[C@H](CC1)C(N(C[C@@H]1CC[C@H](CC1)C1=NC(=C(C=C1)OC)C)C1=NC=CC(=C1)C=1N=C(OC1)C1CC1)=O